IC=1C=NNC1 4-iodo-1h-pyrazole